CC(=C)\C=C\C=C(\C=C)/C (3E,5E)-2,6-dimethyl-1,3,5,7-octatetraene